ClC1=CC(=C(C=C1)B(O)O)OCOC (4-chloro-2-(methoxy-methoxy)phenyl)boronic acid